CC1=CC(=NC2=C3C(=CC=C12)C=CC=C3)Br 4-methyl-2-bromo-benzo[h]quinoline